COC(=O)OC=1C2=CC=CC=C2C(=C2C=CC=CC12)OC(=O)OC 9,10-bis(methoxycarbonyloxy)anthracene